(M)-4-(4-(4-(aminomethyl)-1-oxo-1,2-dihydrophthalazin-6-yl)-1-methyl-1H-pyrazol-5-yl)-6-cyclopropoxy-1,3-dihydroisobenzofuran-5-carbonitrile NCC1=NNC(C2=CC=C(C=C12)C=1C=NN(C1C1=C2COCC2=CC(=C1C#N)OC1CC1)C)=O